O1C(=CC2=C1C=CC=C2)C2=CC=C(C(=N2)C)S(=O)(=O)NCC2C1(C(NC(N1)=O)=O)CCC2 6-(Benzofuran-2-yl)-N-((2,4-dioxo-1,3-diazaspiro[4.4]nonane-6-yl)methyl)-2-methylpyridine-3-sulfonamide